(3R,4S,5R)-4-(benzyloxy)-5-(benzyloxymethyl)-3-hydroxy-5-methyldihydrofuran-2(3H)-one C(C1=CC=CC=C1)O[C@H]1[C@H](C(O[C@]1(C)COCC1=CC=CC=C1)=O)O